C12(CC(C1)C2)NC(CN2C(C(=CC=C2)NC([C@H](CCC(C(=O)NC)=O)NC(=O)C=2OC1=C(C2)C=CC(=C1)N(C)C)=O)=O)=O (S)-N1-(1-(2-(bicyclo[1.1.1]pentan-1-ylamino)-2-oxoethyl)-2-oxo-1,2-dihydropyridin-3-yl)-2-(6-(dimethylamino)benzofuran-2-carboxamido)-N6-methyl-5-oxohexanediamide